C(O[C@@H]1[C@H](O[C@H]([C@H]1F)N1C=C(C2=C1N=CN=C2N)I)CO)(SCC)=O O-((2R,3R,4S,5R)-5-(4-amino-5-iodo-7H-pyrrolo[2,3-d]pyrimidin-7-yl)-4-fluoro-2-(hydroxymethyl)tetrahydrofuran-3-yl) S-ethyl carbonothioate